C1(=CC=CC=C1)N(C1=CC=C(C=C1)/C=C/C1=[N+](C2=CC=C(C=C2C=C1)N(C)C)C)C1=CC=C(C=C1)/C=C/C1=[N+](C2=CC=C(C=C2C=C1)N(C)C)C 2,2'-((1E,1'E)-((phenylazanediyl)bis(4,1-phenylene))bis(ethene-2,1-diyl))bis(6-(dimethylamino)-1-methylquinolin-1-ium)